FC(C(=O)O)(F)F.NCCCCNC(COC1=C2C(N(C(C2=CC=C1)=O)C1C(NC(CC1)=O)=O)=O)=O N-(4-Aminobutyl)-2-((2-(2,6-dioxopiperidin-3-yl)-1,3-dioxoisoindolin-4-yl)oxy)acetamide trifluoroacetate salt